C(C=C)OC1=CC=C(C(=O)C2=CC=CC=C2)C=C1 4-(allyloxy)benzophenone